Cl.CC1=CC=C(C=N1)OC=1C=C(C=CC1)[C@H](C)N (S)-1-(3-((6-methylpyridin-3-yl)oxy)phenyl)ethylamine hydrochloride